5-bromo-3-fluoro-N-isopropyl-2-nitroaniline BrC=1C=C(C(=C(NC(C)C)C1)[N+](=O)[O-])F